C(C)(C)C1=C(NC2=CC=C(C=C12)OCC1CCN(CC1)C1COC1)C=1C(=C(C=2N(C1)C=NN2)C)C 6-(3-Isopropyl-5-((1-(oxetan-3-yl)piperidin-4-yl)methoxy)-1H-indol-2-yl)-7,8-dimethyl-[1,2,4]triazolo[4,3-a]pyridin